CN(S(=O)(=O)C(F)(F)F)C (N,N-dimethyl)trifluoromethylsulfonamide